2-(2-cyclopentylethyl)-8-hexylanthra[1,2-b:5,6-b']dithiophene C1(CCCC1)CCC1=CC2=C(S1)C1=CC=3C=CC4=C(SC(=C4)CCCCCC)C3C=C1C=C2